3-(2-methoxyphenyl)-2-methyl-3-oxopropanenitrile COC1=C(C=CC=C1)C(C(C#N)C)=O